FC(C)(F)C1=CC=C(C(N1)=O)C(=O)NC1C2=CC=CC=C2OC=2C=CC=CC12 6-(1,1-difluoroethyl)-2-oxo-N-(9H-xanthen-9-yl)-1,2-dihydropyridine-3-carboxamide